ClC(=O)[O-] perchloroformate